C(C)(C)(C)C=1C(C(=CC(C1)=CC1=CC=CC=C1)C(C)(C)C)=O 2,6-di-t-butyl-4-benzylidenecyclohexa-2,5-dienone